(3R,5R)-7-amino-N-(2-(3-(3-(1-(3,5-dichlorophenyl)-3-(3,3-dimethylmorpholine-4-carbonyl)-7-methoxy-1,4-dihydrochromeno[4,3-c]pyrazol-8-yl)phenyl)ureido)ethyl)-3,5-dihydroxyheptanamide NCC[C@H](C[C@H](CC(=O)NCCNC(=O)NC1=CC(=CC=C1)C1=CC2=C(C=C1OC)OCC1=C2N(N=C1C(=O)N1C(COCC1)(C)C)C1=CC(=CC(=C1)Cl)Cl)O)O